ClC=1C=C(NC2=NC=C(C(=N2)N[C@H](CO)C2=CC=CC=C2)C(=O)NC2CCCC2)C=CC1C(F)(F)F 2-[3-chloro-4-(trifluoromethyl)anilino]-N-cyclopentyl-4-[[(1S)-2-hydroxy-1-phenyl-ethyl]amino]-pyrimidine-5-carboxamide